pyrazolo-[1,5-a]-pyrimidine-3,5-diamine N1=CC(=C2N1C=CC(=N2)N)N